COC(C)(O)OC Dimethoxy-ethanol